CN1CNC(C=2C1=NC=NC2)=O methyl-2,3-dihydropyrimido[4,5-d]pyrimidin-4(1H)-one